N-[[3-[5-(4-bromophenyl)-1-[2-(trifluoromethyl)phenyl]pyrrol-2-yl]phenyl]methyl]-N',N'-dimethyl-ethane-1,2-diamine hydrochloride Cl.BrC1=CC=C(C=C1)C1=CC=C(N1C1=C(C=CC=C1)C(F)(F)F)C=1C=C(C=CC1)CNCCN(C)C